CC=1C=C(NC1)C(=O)OCC ethyl 4-methyl-1H-pyrrole-2-carboxylate